Cl.NC1=C(C=C(C(=C1)Cl)F)C(C)(C)O 2-(2-amino-4-chloro-5-fluorophenyl)propan-2-ol hydrogen chloride